NCC1=CC(=C(N)C=C1F)I 4-(aminomethyl)-5-fluoro-2-iodoaniline